2-((6-((2-((3R,5S)-3-(aminomethyl)-4,4-difluoro-5-methylpiperidin-1-yl)-5-chloropyrimidin-4-yl)amino)-1-methyl-2-oxo-1,2-dihydroquinolin-3-yl)oxy)-N-methylacetamide NC[C@@H]1CN(C[C@@H](C1(F)F)C)C1=NC=C(C(=N1)NC=1C=C2C=C(C(N(C2=CC1)C)=O)OCC(=O)NC)Cl